(S)-N-(((S)-4-ethyl-8-fluoro-4-hydroxy-9-methyl-3,14-dioxo-3,4,12,14-tetrahydro-1H-pyrano[3',4':6,7]indolizino[1,2-b]quinolin-11-yl)methyl)-3-hydroxybutanamide C(C)[C@]1(C(OCC=2C(N3CC=4C(=NC=5C=C(C(=CC5C4CNC(C[C@H](C)O)=O)C)F)C3=CC21)=O)=O)O